FC(C(=C(C(C(C(C(C(C(F)(F)F)(F)F)(F)F)(F)F)(F)F)(F)F)F)F)(O)F Perfluoronon-2-en-1-ol